1-hydroxy-2-s-glutathionyl-3-para-nitrophenoxy-propane C1=CC(=CC=C1[N+](=O)[O-])OC[C@H](CO)SC[C@@H](C(=O)NCC(=O)O)NC(=O)CC[C@@H](C(=O)O)N